C1(=CC=CC=C1)S(=O)(=O)CS(=O)(=O)C1CCCCC1 phenylsulfonyl-(cyclohexylsulfonyl)methane